Cl(=O)(=O)(=O)[O-].C(=O)(O)CCC=1C2=CC(=C(C=C2OC2=CC(C(=CC12)C)=[NH+]CC)NCC)C N-[9-(2-carboxyethyl)-6-(ethylamino)-2,7-dimethyl-3H-xanthen-3-ylidene]ethanaminium perchlorate